tert-butyl 2-[(E)-3-(diethylamino)prop-2-enoyl]-5-methyl-piperidine-1-carboxylate C(C)N(/C=C/C(=O)C1N(CC(CC1)C)C(=O)OC(C)(C)C)CC